CN1N=C(C2=CC=C(C=C12)CC1CC2(CN(C2)C(=O)C2CC(C2)(C)O)C1)C (6-((1,3-dimethyl-1H-indazol-6-yl)methyl)-2-azaspiro[3.3]hept-2-yl)((1s,3s)-3-hydroxy-3-methylcyclobutyl)methanone